5-benzyl-N-[(3S)-5-methyl-4-oxo-2,3,4,5-tetrahydrobenzo[2,1-b][1,4]oxazepin-3-yl]-4H-1,2,4-triazazepin-3-carboxamide C(C1=CC=CC=C1)C=1NN(NN=CC1)C(=O)N[C@@H]1C(N(C2=C(OC1)C=CC=C2)C)=O